C(C)(C)C(CN)NCCOC 1-isopropyl-N1-(2-methoxyethyl)ethane-1,2-diamine